C(CC)NC1=CC=CC=C1 N-propyl-Aniline